ClC1=CC(=C(C(=C1)C)C1=CC(=C(C(=C1)C)F)[C@H](CC(=O)O)NC(C(CC(C)C)N1C(C=C(C(=C1)CCN(C)C)C(F)(F)F)=O)=O)C (3S)-3-(4'-chloro-4-fluoro-2',5,6'-trimethylbiphenyl-3-yl)-3-(2-(5-(2-(dimethylamino)ethyl)-2-oxo-4-(trifluoromethyl)pyridin-1(2H)-yl)-4-methylpentanamido)propanoic acid